NC1=C2N=CN(C2=NC(=N1)Cl)[C@H]1[C@H]([C@@H]([C@H](O1)COC(C(=O)O)(C(=O)O)CC1=CC=CC=C1)O)F 2-(((2R,3R,4S,5R)-5-(6-amino-2-chloro-9H-purin-9-yl)-4-fluoro-3-hydroxytetrahydrofuran-2-yl)methoxy)-2-benzylmalonic acid